CC(C)N1C(=NN=C1)CCCN1C2CCCC1C(C2)C2=CNC1=CC=CC=C21 3-(8-(3-(4-(propane-2-yl)-4H-1,2,4-triazol-3-yl)propyl)-8-azabicyclo[3.2.1]oct-6-yl)-1H-indole